C=C(C(=O)OC(C)(C)C)CC(=O)OC(C(C)(C)C)C(C)(C)C 1-(tert-butyl) 4-(2,2,4,4-tetramethylpentan-3-yl) 2-methylenesuccinate